C(C)(C)C=1C=CC(=C(C1)OC(=O)N1CCCCC1)C piperidine-1-carboxylic acid-5-isopropyl-2-methylphenyl ester